2-{1-[(2-Chlorophenyl)methyl]-5-oxopyrrolidin-2-yl}-2-oxoacetic Acid ClC1=C(C=CC=C1)CN1C(CCC1=O)C(C(=O)O)=O